BrC=1C=CC2=C(NC(CC(N2)C2=CC(=NC=C2)Cl)=O)C1 (-)-8-Bromo-4-(2-chloropyridin-4-yl)-4,5-dihydro-1H-benzo[b][1,4]diazepin-2(3H)-one